N-(5-bromobenzo[d]oxazol-2-yl)-4-methoxybenzyl-3-cyclopropanecarboxamide BrC=1C=CC2=C(N=C(O2)NC(=O)C2CC2CC2=CC=C(C=C2)OC)C1